ClC1=C(C=C(C=C1)F)C1=CC=C(N=N1)NC1C2CN(CC12)CCC(C)(C)C trans-N-[6-(2-chloro-5-fluoro-phenyl)pyridazin-3-yl]-3-(3,3-dimethylbutyl)-3-azabicyclo[3.1.0]hexane-6-amine